C1(CC1)C=1C=C2CN(C3(COC3)C2=CC1)C(=O)NC=1C=C2CN(C(C2=CC1)=O)C1C(NC(CC1)=O)=O 5-cyclopropyl-N-(2-(2,6-dioxopiperidin-3-yl)-1-oxoisoindolin-5-yl)spiro[isoindoline-1,3'-oxetane]-2-carboxamide